C(C1=CC=CC=C1)OC1CC(C1)C1=CC=C2N=CC(=NC2=C1)C=1C(=NN(C1)[C@@H]1C[C@H](C1)CN(C(OC(C)(C)C)=O)C(=O)OC(C)(C)C)C1CC1 tert-butyl ((trans-3-(4-(7-(3-(benzyloxy)cyclobutyl)quinoxalin-2-yl)-3-cyclopropyl-1H-pyrazol-1-yl)cyclobutyl)methyl)(tert-butoxycarbonyl)carbamate